NCC(O)C1=CC(=C(C=C1)OC)OC1CC1 2-amino-1-(3-(cyclopropoxy)-4-methoxyphenyl)ethanol